S1N=CC=C1NC(=O)C1=CC2=C(N(C1=O)C)CC[C@H]2C (5R)-N-Isothiazol-5-yl-1,5-dimethyl-2-oxo-6,7-dihydro-5H-cyclopenta[b]pyridine-3-carboxamide